FC=1C(=C2C(=C(NC2=C(C1)C(=O)N)C)C)C=1C=C2CCNCC2=CC1 5-fluoro-2,3-dimethyl-4-(1,2,3,4-tetrahydroisoquinolin-6-yl)-1H-indole-7-carboxamide